C(C)(C)(C)[Si](OC(CN(CCCNC)CC(CCCCCCCC)O[Si](C(C)(C)C)(C)C)CCCCCCCC)(C)C 1-(bis{2-[(tert-butyl)bis(methyl)siloxy]decyl}amino)-3-(methylamino)propane